6-methyl-6,7-dihydro-5H-oxazolo[4,5-f]isoindol-2-amine CN1CC2=CC3=C(C=C2C1)N=C(O3)N